1-(3-(3-methoxypyrrolidin-1-yl)propanoyl)piperidin-4-one COC1CN(CC1)CCC(=O)N1CCC(CC1)=O